FC(C(=O)O)(F)F.COC(=O)C1(CC(CC1)(F)F)N 1-amino-3,3-difluorocyclopentane-1-carboxylic acid methyl ester trifluoroacetate salt